N-propargyl-N-(4-trifluoromethyl-benzoyl)aminoacetic acid C(C#C)N(C(C1=CC=C(C=C1)C(F)(F)F)=O)CC(=O)O